ethyl methylcarbamate CNC(OCC)=O